3,5-difluoro-4-bromophenylborate-pinacol OC(C)(C)C(C)(C)O.FC=1C=C(C=C(C1Br)F)OB(O)O